N[C@](COC1=C(C#N)C=C(C=N1)C1=CC=NC2=CC=NC=C12)(CC(C)C)C (S)-2-((2-amino-2,4-dimethylpentyl)oxy)-5-(1,6-naphthyridin-4-yl)nicotinonitrile